[5-(4-fluorophenyl)-6-tetrahydropyran-4-yl-1H-pyrrolo[2,3-f]indazol-7-yl]benzoic acid FC1=CC=C(C=C1)N1C(=C(C2=C1C=C1C=NNC1=C2)C2=C(C(=O)O)C=CC=C2)C2CCOCC2